(10E)-10,12-tridecadienal C(CCCCCCCC\C=C\C=C)=O